FC(C=1C=C(C=CC1)N(C(=O)N)C1=C(C=C(C=C1)Br)C1=NN=NN1)(F)F N-(3-trifluoromethyl-phenyl)-N-[4-bromo-2-(1H-tetrazol-5-yl)-phenyl]urea